BrC=1C=C(C=CC1)C1=NN(N=C1)C=1C(OC2=C(C=CC=C2C1)OC)=O 3-[4-(3-Bromo-phenyl)-triazol-2-yl]-8-meth-oxy-chromen-2-one